C(C1=CC=CC=C1)N(CCOC1CCC(CC1)OCCO)CC1=CC=CC=C1 2-(((1r,4r)-4-(2-(Dibenzylamino)ethoxy)cyclohexyl)oxy)ethan-1-ol